[Sb].[V] vanadium-antimony